CC=1C=CC(=NC1)NC(=O)C1=C(C=CC=C1)NC(CCCCCCC(=O)OC)=O methyl 8-((2-((5-methylpyridin-2-yl) carbamoyl) phenyl) amino)-8-oxooctanoate